C(C)C1(C(OCC=2C(N3CC=4C(=NC=5C=C(C(=C6C5C4C(CC6)NC(C(CO)(F)F)=O)C)F)C3=CC21)=O)=O)O N-(9-ethyl-5-fluoro-9-hydroxy-4-methyl-10,13-dioxo-2,3,9,10,13,15-hexahydro-1H,12H-benzo[de]pyrano[3',4':6,7]indolizino[1,2-b]quinolin-1-yl)-2,2-difluoro-3-hydroxypropanamide